C(CCC)N(CCC[SiH](C1=CC=C(C=C1)C(=C)C1=CC=CC=C1)COC)CCCC 1-[4-[(3-dibutylaminopropyl)methoxymethylsilyl]phenyl]-1-phenylethylene